BrC=1C(=NC(=NC1)NC1=C(C=C(C(=C1)C)N1[C@H]2CC(C[C@@H]1CC2)N2CCN(CC2)C)OC)NC=2C(=C1N=CC=NC1=CC2)NS(=O)(=O)C N-(6-((5-bromo-2-((2-methoxy-5-methyl-4-((1R,3r,5S)-3-(4-methylpiperazin-1-yl)-8-azabicyclo[3.2.1]octan-8-yl)phenyl)amino)pyrimidin-4-yl)amino)quinoxalin-5-yl)methanesulfonamide